C(C1=CC=CC=C1)C1N(CC1(OC)OC)C(=O)OCCCNCCC1=CC(=CC=C1)OC1=CC=CC=C1 3-((3-Phenoxyphenethyl)amino)propan-1-ol Benzyl-3,3-dimethoxyazetidine-1-carboxylate